FC=1C=C(C=CC1F)C=1N=C(SC1)N(C)C1=C(N=C2N1C=C(C=C2)C=2CCNCC2)CC [4-(3,4-Difluoro-phenyl)-thiazol-2-yl]-[2-ethyl-6-(1,2,3,6-tetrahydro-pyridin-4-yl)-imidazo[1,2-a]pyridin-3-yl]-methyl-amine